(1H-indol-5-yl)boric acid N1C=CC2=CC(=CC=C12)OB(O)O